1-(11Z,14Z-eicosadienoyl)-2-(9Z,12Z,15Z-octadecatrienoyl)-glycero-3-phosphocholine CCCCC/C=C\C/C=C\CCCCCCCCCC(=O)OC[C@H](COP(=O)([O-])OCC[N+](C)(C)C)OC(=O)CCCCCCC/C=C\C/C=C\C/C=C\CC